C(C)(=O)C1=C(C2=C(N=C(N=C2)NC2=NC=C(C=C2)C2CCNCC2)N(C1=O)C1CCCC1)C 6-acetyl-8-cyclopentyl-5-methyl-2-[[5-(4-piperidyl)-2-pyridyl]amino]-pyrido[2,3-d]pyrimidin-7-one